FC=1C=C(CNCCCCOCCOC2=NC=3N=C(C=CC3C3=C2C=CN=C3)C(=O)O)C=C(C1OC(F)(F)F)F 5-(2-(4-((3,5-Difluoro-4-(trifluoromethoxy)benzyl)amino)butoxy)ethoxy)pyrido[4,3-c][1,8]naphthyridine-8-carboxylic acid